ClC1=C(C=2N=C(N=C(C2C=N1)N1CCOC[C@H](C1)NC(OC(C)(C)C)=O)OCC1(CC1)CN1CCOCC1)F tert-butyl N-[(6S)-4-(7-chloro-8-fluoro-2-{[1-(morpholin-4-yl methyl)cyclopropyl] methoxy}pyrido[4,3-d]pyrimidin-4-yl)-1,4-oxazepan-6-yl]carbamate